ClC1=CC(=C(C=C1)C1=NC(=NC2=C1N=C(N(C2=O)C)C)N2CC(O[C@H](C2)C=2C=NN(C2)C2CC2)(C)C)F (S)-8-(4-chloro-2-fluorophenyl)-6-(6-(1-cyclopropyl-1H-pyrazol-4-yl)-2,2-dimethylmorpholino)-2,3-dimethylpyrimido[5,4-d]pyrimidin-4(3H)-one